NC1=C(C(C1=O)=O)NC(=O)[C@@H]1S[C@](C[C@H]1C1=C(C(=C(C=C1)F)F)OC)(C(F)(F)F)C (2R,3S,5R)-N-(2-amino-3,4-dioxocyclobut-1-en-1-yl)-3-(3,4-difluoro-2-methoxyphenyl)-5-methyl-5-(trifluoromethyl)tetrahydrothiophene-2-carboxamide